ClC1=CC(=C(OCC=2C=C(C=CC2)[C@@H]2CN(CC2)CC2=NC3=C(N2C[C@H]2OCC2)C=C(C=C3)C(=O)O)C=C1)F 2-{[(3R)-3-{3-[(4-chloro-2-fluorophenoxy)methyl]phenyl}pyrrolidin-1-yl]methyl}-1-{[(2S)-oxetan-2-yl]methyl}-1H-1,3-benzodiazole-6-carboxylic acid